1,1-bis(2-tert-butyl-4-hydroxy-3-methylphenyl)ethane C(C)(C)(C)C1=C(C=CC(=C1C)O)C(C)C1=C(C(=C(C=C1)O)C)C(C)(C)C